2-(4-(2-(4-Chloro-2-fluorophenyl)-2-methylbenzo[d][1,3]dioxol-4-yl)-2,6-difluorophenyl)-N-(2-((2-methoxyethyl)amino)-4-(2H-tetrazol-5-yl)phenyl)acetamide ClC1=CC(=C(C=C1)C1(OC2=C(O1)C=CC=C2C2=CC(=C(C(=C2)F)CC(=O)NC2=C(C=C(C=C2)C=2N=NNN2)NCCOC)F)C)F